C(C=C)(=O)OC1=CC=C(C(=O)ON2C(=O)C3C4C=CC(C3C2=O)C4)C=C1 N-p-acryloxybenzoyl-oxy-5-norbornene-2,3-dicarboximide